FC1=C(OC=2C=C(C=C3C=NN(C23)C)C(=O)N)C=CC(=C1)OCCCN1CC(N(CC1)C)=O 7-[2-fluoro-4-[3-(4-methyl-3-oxo-piperazin-1-yl)propoxy]phenoxy]-1-methyl-indazole-5-carboxamide